benzyl (1S,3S,5R)-5-[(pent-4-en-1-yloxy)methyl]-2-azabicyclo[3.1.0]hexane-3-carboxylate hydrochloride Cl.C(CCC=C)OC[C@@]12C[C@H](N[C@H]2C1)C(=O)OCC1=CC=CC=C1